imidazoline-2,4-dione trifluoroacetate FC(C(=O)O)(F)F.N1C(NC(C1)=O)=O